(R)-2'-chloro-N-(5-((5-(1-hydroxyethyl)pyridin-2-yl)methoxy)-1,3,4-thiadiazol-2-yl)-5'-methoxy-6-methyl-(4,4'-bipyridine)-3-carboxamide ClC1=NC=C(C(=C1)C1=C(C=NC(=C1)C)C(=O)NC=1SC(=NN1)OCC1=NC=C(C=C1)[C@@H](C)O)OC